N1(CCC1)CC(C(=O)NC(C)(C)C1=CC=C(C=C1)OC)C 3-(azetidin-1-yl)-N-(2-(4-methoxyphenyl)propan-2-yl)-2-methyl-propanamide